CC1=CNC2=C(C=CC=C2C1=O)C 3,8-dimethyl-1H-quinolin-4-one